C(CCCCC)(=O)C(OP(OC[C@@H](CO)OO)(=O)[O-])C[N+](C)(C)C hexanoyl-2-hydroxysn-glycero-3-phosphocholine